C(#N)C1=CC=C(C=C1)NC(=O)N1[C@H](C[C@H](C1)OC)C(=O)NC1=C(C=CC(=C1)C(CCC1CC1)(N[S@](=O)C(C)(C)C)C1=CC(=CC=C1)C#N)F (2R,4R)-N1-(4-cyanophenyl)-N2-(5-((-)-1-(3-cyanophenyl)-3-cyclopropyl-1-((R)-1,1-dimethylethylsulfinamido)propyl)-2-fluorophenyl)-4-methoxypyrrolidine-1,2-dicarboxamide